2-(2-chloro-4,6-difluorophenyl)-N-[4-(3-chlorophenoxy)-3-sulfamoylphenyl]acetamide ClC1=C(C(=CC(=C1)F)F)CC(=O)NC1=CC(=C(C=C1)OC1=CC(=CC=C1)Cl)S(N)(=O)=O